CS(=O)(=O)C1=CC=C(C=C1)NC(=O)N1CCN(CC1)C1=NC(=NC=C1)NC1=CC=C(C=C1)N1CCOCC1 N-(4-methanesulfonylphenyl)-4-(2-{[4-(morpholin-4-yl)phenyl]amino}pyrimidin-4-yl)piperazine-1-carboxamide